NCCCN1C(CCC1)=O (1-3-aminopropyl)-pyrrolidone